CC(CNC(=O)C1=NN(C=C1)CC=1SC(=CC1)C1=NOC(=N1)C(F)(F)F)(C)C N-(2,2-dimethylpropyl)-1-[[5-[5-(trifluoromethyl)-1,2,4-oxadiazol-3-yl]-2-thienyl]methyl]pyrazole-3-carboxamide